NC1=C(C=CC(=C1)F)NC(C1=CC=C(C=C1)CN1C2=NC(=NC(=C2N=C1)NCC)Cl)=O N-(2-amino-4-fluoro-phenyl)-4-(2-chloro-6-ethylamino-purin-9-ylmethyl)-benzamide